CNC(=O)C1=CC(=CC=2C(COC21)C2=CC=C(C=C2)C)C(=O)N N7-methyl-3-(p-tolyl)-2,3-dihydrobenzofuran-5,7-dicarboxamide